Tetrachlorophthalic Anhydride ClC=1C(=C(C(=C2C1C(=O)OC2=O)Cl)Cl)Cl